methyl-N-[2-(methylamino)ethyl]-2-oxo-1-[cis-4-[(3-methoxy-4-methylphenyl)carbamoyl]cyclohexyl]-2,3-dihydro-1H-1,3-benzodiazole-4-carboxamide CN1C(N(C2=C1C(=CC=C2)C(=O)NCCNC)[C@@H]2CC[C@@H](CC2)C(NC2=CC(=C(C=C2)C)OC)=O)=O